2-cyclohexanediethanol C1(C(CCCC1)CCO)CCO